(S)-1-(2-amino-3,3-dimethylbutyryl)-6-phenyl-1,2,3,6-tetrahydro-5H-pyrrolo[2,3-c]pyridine-5-one N[C@H](C(=O)N1CCC=2C1=CN(C(C2)=O)C2=CC=CC=C2)C(C)(C)C